(E)-3-(3-bromo-4-hydroxyphenyl)-N-(1,2-diselenazol-4-yl)-2-(hydroxyimino)propanamide BrC=1C=C(C=CC1O)C\C(\C(=O)NC=1N[Se][Se]C1)=N/O